1-[2-fluoro-phenyl]piperazine FC1=C(C=CC=C1)N1CCNCC1